(1S,2R,5R)-5-(4-chlorobenzyl)-2-(chloromethyl)-2-methyl-1-(1H-1,2,4-triazol-1-ylmethyl)cyclopentanol methyl-docos-13-enoate CC(C(=O)O[C@@]1([C@](CC[C@@H]1CC1=CC=C(C=C1)Cl)(C)CCl)CN1N=CN=C1)CCCCCCCCCCC=CCCCCCCCC